C(C)(C)OC1=CC=2N(C=C1C(=O)NC1=CC=CC=C1)C=C(N2)C2CCNCC2 7-isopropoxy-N-phenyl-2-(4-piperidyl)imidazo[1,2-a]pyridine-6-carboxamide